3-[[(1R)-1-[2-[6-(Difluoromethyl)-2-pyridyl]-3,6-dimethyl-4-oxo-chromen-8-yl]ethyl]amino]pyridine-2-carbonitrile FC(C1=CC=CC(=N1)C=1OC2=C(C=C(C=C2C(C1C)=O)C)[C@@H](C)NC=1C(=NC=CC1)C#N)F